4-[6-(5-fluoro-2-methyl-phenyl)-3-hydroxy-pyridin-2-yl]-4-oxo-butyric acid ethyl ester C(C)OC(CCC(=O)C1=NC(=CC=C1O)C1=C(C=CC(=C1)F)C)=O